2-nitrostyryl-pyrrolidine [N+](=O)([O-])C1=C(C=CN2CCCC2)C=CC=C1